N-(1-ethyl-propyl)-2,6-dinitro-3,4-dimethylaniline C(C)C(CC)NC1=C(C(=C(C=C1[N+](=O)[O-])C)C)[N+](=O)[O-]